3-mercaptopropyl-(methyl)(dimethoxy)silane 4-(((((1R,2S,5R)-2-carbamoyl-7-oxo-1,6-diazabicyclo[3.2.1]octan-6-yl)oxy)sulfonyl)oxy)-2,2,3,3-tetramethylbutyl-benzoate C(N)(=O)[C@H]1N2C(N([C@H](CC1)C2)OS(=O)(=O)OCC(C(COC(C2=CC=CC=C2)=O)(C)C)(C)C)=O.SCCC[Si](OC)(OC)C